FC1=C(C=CC(=C1)I)NC=1C(=CSC1)C(=O)O 4-[(2-fluoro-4-iodophenyl)amino]Thiophene-3-carboxylic acid